ClC1=C(C=C2C(=C(NC2=C1)C1=NN=C(N1)C(F)(F)F)N1C=NC=C1)OC 6-chloro-3-(1H-imidazol-1-yl)-5-methoxy-2-(5-(trifluoromethyl)-4H-1,2,4-triazol-3-yl)-1H-indole